O=C1NC(CCC1N1C(C2=CC=C(C=C2C1=O)NCCOCCOCCOCCC(=O)OC(C)(C)C)=O)=O tert-butyl 3-[2-[2-[2-[[2-(2,6-dioxo-3-piperidyl)-1,3-dioxoisoindolin-5-yl]amino]ethoxy]ethoxy]ethoxy]propanoate